O=C1NC(CCC1N1C(C2=CC=CC(=C2C1)C#CCCCCC(=O)N1CCN(CC1)C1CCN(CC1)C=1C(=CC2=C(C(C=3NC4=CC(=CC=C4C3C2=O)C#N)(C)C)C1)CC)=O)=O 8-(4-(4-(7-(2-(2,6-dioxopiperidin-3-yl)-1-oxoisoindolin-4-yl)hept-6-ynoyl)piperazin-1-yl)piperidin-1-yl)-9-ethyl-6,6-dimethyl-11-oxo-6,11-dihydro-5H-benzo[b]carbazole-3-carbonitrile